S(=O)(=O)(O)C1=CC=C(C=O)C=C1 para-sulfobenzaldehyde